(R)-N-(1-(2-Fluoro-3-(trifluoromethyl)phenyl)ethyl)-7-methoxy-2-methyl-6-((1-((methylamino)methyl)cyclopropyl)methoxy)quinazolin-4-amine FC1=C(C=CC=C1C(F)(F)F)[C@@H](C)NC1=NC(=NC2=CC(=C(C=C12)OCC1(CC1)CNC)OC)C